[Br-].C(CCCCCCCCCCCCCCCCC)[N+](CCO)(CCO)CCO octadecyl-tris(hydroxyethyl)ammonium bromide